FC=1C(N(C=C(C1)CCN1CC(C1)F)C(C(=O)OCC)C(C)C)=O ethyl 2-(3-fluoro-5-(2-(3-fluoroazetidin-1-yl)ethyl)-2-oxopyridin-1(2H)-yl)-3-methylbutanoate